CC(CCOC(CCC)=O)CCC=C(C)C butyric acid-3,7-dimethyl-6-octenyl ester